(S)-4-ethyl-3-(N-(2-(3-hydroxypiperidin-1-yl)-5-(methylsulfonyl)phenyl)sulfamoyl)benzoic acid C(C)C1=C(C=C(C(=O)O)C=C1)S(NC1=C(C=CC(=C1)S(=O)(=O)C)N1C[C@H](CCC1)O)(=O)=O